C(=CCCCCCC)[SiH](O[Si](C)(C)C)C octenyltetramethyldisiloxane